FC1=CC=C(C=C1)C=1N=C2SC3=C(N2C1)C=CC(=C3)C(=O)NCCCSCCC 2-(4-fluorophenyl)-N-(3-(propylthio)propyl)benzo[d]imidazo[2,1-b]thiazole-7-carboxamide